S(=O)(=O)=C1C(C(=O)Cl)C=C(C(C1C(=O)Cl)=S(=O)=O)C(=O)Cl 2,4-disulfonyl-trimesoyl chloride